1-Methyl-6-nitro-1H-indazole CN1N=CC2=CC=C(C=C12)[N+](=O)[O-]